ClC1=NC(=C2N=CN(C2=N1)CCN(C(OC(C)(C)C)=O)C)N1[C@H](CN([C@@H](C1)C)C(C1CC(C1)(F)F)C1=CC=C(C=C1)Cl)C tert-Butyl (2-(2-chloro-6-((2S,5R)-4-((4-chlorophenyl)(3,3-difluorocyclobutyl)methyl)-2,5-dimethylpiperazin-1-yl)-9H-purin-9-yl)ethyl)(methyl)carbamate